BrC1=C(N)C(=CC(=C1)OC(F)F)Br 2,6-dibromo-4-(difluoromethoxy)aniline